4-phenylsulfonyloxytetrahydrothiophene-1,1-dioxide C1(=CC=CC=C1)S(=O)(=O)OC1CCS(C1)(=O)=O